3-[4-(1-Hydroxyoctoxy)phenyl]-1-phenylprop-2-en-1-one OC(CCCCCCC)OC1=CC=C(C=C1)C=CC(=O)C1=CC=CC=C1